sebacic acid diammonium salt [NH4+].[NH4+].C(CCCCCCCCC(=O)[O-])(=O)[O-]